2-(4-chlorophenyl)-N-(cyclopropylmethyl)benzotriazol-5-amine ClC1=CC=C(C=C1)N1N=C2C(=N1)C=CC(=C2)NCC2CC2